5-bromo-2,2-difluoro-1,3-benzodioxole BrC1=CC2=C(OC(O2)(F)F)C=C1